ClC1=C(N=C(N1C1=C(C=C(C=C1F)C[C@H](C(F)(F)F)C)F)CC)C(=O)NCC1CCC(CC1)S(=O)(=O)C |o1:14| 5-Chloro-1-(2,6-difluoro-4-((R*)-3,3,3-trifluoro-2-methylpropyl)phenyl)-2-ethyl-N-(((1r,4R)-4-(methylsulfonyl)cyclohexyl)methyl)-1H-imidazole-4-carboxamide